4-(6-nitropyridin-3-yl)-1,4-diazacycloheptane-1-carboxylic acid tert-butyl ester C(C)(C)(C)OC(=O)N1CCN(CCC1)C=1C=NC(=CC1)[N+](=O)[O-]